ClC1=CC=C(C=2CCOC21)F 7-Chloro-4-fluoro-2,3-dihydrobenzofuran